8-chloro-5-(piperidin-4-yloxy)quinoline hydrochloride Cl.ClC=1C=CC(=C2C=CC=NC12)OC1CCNCC1